N1(CCCCC1)CCOC1=C(C2=CC=CC=C2C=C1)CC1=C(C=CC2=CC=CC=C12)O 1-((2-(2-(piperidin-1-yl)ethoxy)naphthalen-1-yl)methyl)naphthalen-2-ol